1-(1-(3-chlorophenyl)-2-hydroxyethyl)-3-(1-(2-(cyclopropylamino)-5-methylpyrimidin-4-yl)-1H-pyrazol-4-yl)urea ClC=1C=C(C=CC1)C(CO)NC(=O)NC=1C=NN(C1)C1=NC(=NC=C1C)NC1CC1